COC=1C=CC2=C(C=NCCS2)C1 7-methoxy-2,3-dihydro-1,4-benzothiazepine